ClC=1C=C(C=NC1NS(=O)(=O)C)C#CC=1C=C(C(=O)NC2=CC(=C(C=C2)CN2CCN(CC2)C)C(F)(F)F)C=CC1C 3-((5-chloro-6-(methylsulfonamido)pyridin-3-yl)ethynyl)-4-methyl-N-(4-((4-methylpiperazin-1-yl)methyl)-3-(trifluoromethyl)phenyl)benzamide